AZOOxygen N(=N[O])[O]